NC1=NC(=C2N=CN(C2=N1)[C@H]1C=C[C@H](C1)CO)Cl ((1s,4r)-4-(2-amino-6-chloro-9H-purin-9-yl)cyclopent-2-en-1-yl)methanol